N-[(1S)-3-(difluoromethyl)-1-[4-(hydroxymethyl)cyclohexyl]pyrazol-4-yl]-5-[(2S,6S)-2,6-dimethylmorpholin-4-yl]pyrazolo[1,5-a]pyrimidine-3-carboxamide FC(C1=NN(C=C1NC(=O)C=1C=NN2C1N=C(C=C2)N2C[C@@H](O[C@H](C2)C)C)C2CCC(CC2)CO)F